2-amino-6-(carbamoylamino)hexanoic acid NC(C(=O)O)CCCCNC(N)=O